BrC1=C2C=CNC(C2=C(C=N1)Cl)=O 5-bromo-8-chloro-2,6-naphthyridin-1(2H)-one